ClC1=C(CN2C=3N(C4=C(C2=O)CN(CC4)C(=O)OCC4=CC=CC=C4)CCCN3)C=CC=C1 benzyl 6-(2-chlorobenzyl)-5-oxo-1,5,6,8,9,10-hexahydropyrido[3,4-e]pyrimido[1,2-a]pyrimidine-3(4H)-carboxylate